3-(4-(1H-pyrazol-4-yl)phenyl)-1-(2-fluorobenzyl)-8-oxa-1,3-diazaspiro[4.5]decan-2-one N1N=CC(=C1)C1=CC=C(C=C1)N1C(N(C2(C1)CCOCC2)CC2=C(C=CC=C2)F)=O